5-benzyl 1-methyl (2S)-2-{[3-amino-1-(tert-butoxycarbonyl) azetidin-3-yl]formamido}pentanedioate NC1(CN(C1)C(=O)OC(C)(C)C)C(=O)N[C@H](C(=O)OC)CCC(=O)OCC1=CC=CC=C1